[Li+].NCC(=O)[O-] glycine-lithium salt